Methyl 2-([5-(3,5-dimethoxyphenyl)-1-(2-ethoxyphenyl)-1H-pyrazol-3-yl]methoxy)-2-methylpropanoate COC=1C=C(C=C(C1)OC)C1=CC(=NN1C1=C(C=CC=C1)OCC)COC(C(=O)OC)(C)C